C(C1=CC=CC=C1)N1CC2CCC(CC2C1)O 2-Benzyloctahydro-1H-isoindol-5-ol